3-(4-chlorophenyl)-5-{[5-methyl-2-(propan-2-yl)phenoxy]methyl}-1,2,4-oxadiazole ClC1=CC=C(C=C1)C1=NOC(=N1)COC1=C(C=CC(=C1)C)C(C)C